tert-butyl (4-(6-(2-methoxyethoxy)pyrazolo[1,5-a]pyrazin-4-yl)-2-methylbenzyl)carbamate COCCOC=1N=C(C=2N(C1)N=CC2)C2=CC(=C(CNC(OC(C)(C)C)=O)C=C2)C